C[SiH](C)[Hf](C1C=C(C2=CC=CC=C12)C(C)CC)C1C=CC=2C3=C(C=CC12)C=CC=C3 Dimethylsilyl-(benzo[e]inden-3-yl)(3-(sec-butyl)-indenyl)hafnium